5-amino-3,3-dideutero-7-(4-isopropylphenyl)-2H-benzofuran-4-carbonitrile NC1=CC(=C2C(C(CO2)([2H])[2H])=C1C#N)C1=CC=C(C=C1)C(C)C